(1-(5-chloro-4-oxo-3-phenyl-3,4-dihydroquinazolin-2-yl)ethyl)carbamic acid tert-butyl ester C(C)(C)(C)OC(NC(C)C1=NC2=CC=CC(=C2C(N1C1=CC=CC=C1)=O)Cl)=O